methyl (Z)-2-[5-(4-cyclopentyltriazol-2-yl)-2-methyl-phenoxy]-3-methoxy-prop-2-enoate C1(CCCC1)C1=NN(N=C1)C=1C=CC(=C(O\C(\C(=O)OC)=C/OC)C1)C